5-(3-phenyl-1,2,4-oxadiazol-5-yl)-1-propyl-1H-1,2,3-benzotriazole C1(=CC=CC=C1)C1=NOC(=N1)C1=CC2=C(N(N=N2)CCC)C=C1